(R)-spiro[2.2]pentane-1-carboxylic acid [C@H]1(CC12CC2)C(=O)O